Ethyl-tripropoxysilane C(C)[Si](OCCC)(OCCC)OCCC